4-((hexyloxy)carbonyl)-2-((4,7,10-tris(carboxymethyl)-1,4,7,10-tetraazacyclododecan-1-yl)methyl)pyridine 1-oxide C(CCCCC)OC(=O)C1=CC(=[N+](C=C1)[O-])CN1CCN(CCN(CCN(CC1)CC(=O)O)CC(=O)O)CC(=O)O